ClC1C(C(C(C=C1)([N+](=O)[O-])Cl)(Cl)Cl)(Cl)Cl Hexachloronitrobenzene